COCP(O)(=O)CC[C@H]1O[C@@H]([C@H]([C@H]([C@@H]1O)O)O)OC1=CC=CC=C1 methoxymethyl-[2-[(2R,3S,4S,5S,6R)-3,4,5-trihydroxy-6-phenoxy-tetrahydropyran-2-yl]ethyl]phosphinic acid